C1(CCCC1)[C@H](NC(=O)C=1C(=NOC1)CC)C1=NC2=C(N1)C=CC(=C2F)C2COCC2C(=O)N2CCOCC2 N-[(S)-cyclopentyl-{4-fluoro-5-[4-(morpholine-4-carbonyl)tetrahydrofuran-3-yl]-1H-benzoimidazol-2-yl}methyl]-3-ethylisoxazole-4-carboxamide